C(#N)C1=CC2=C(CN(C[C@H]2C2=C(C=CC=C2)C=2C(=NN(C2)CC)C(F)(F)F)C(/C=C/[C@H](C)NC(OC(C)(C)C)=O)=O)S1 tert-butyl ((S,E)-5-((S)-2-cyano-4-(2-(1-ethyl-3-(trifluoromethyl)-1H-pyrazol-4-yl)phenyl)-4,7-dihydrothieno[2,3-c]pyridin-6(5H)-yl)-5-oxopent-3-en-2-yl)carbamate